tert-butyl (4-aminobicyclo[2.2.1]heptane-1-yl)carbamate NC12CCC(CC1)(C2)NC(OC(C)(C)C)=O